CC1(CCN(CC1)CC1=CC(=C(C=C1F)N1CC(NC2(C1)CCN(CC2)C2=CC(=NC=N2)N2CCN(CC2)CCN)=O)F)C (6-(4-(4-((4,4-dimethylpiperidin-1-yl)methyl)-2,5-difluorophenyl)-2-oxo-1,4,9-triazaspiro[5.5]undecan-9-yl)pyrimidin-4-yl)4-(2-aminoethyl)piperazin